2-cyclohexyl-4-isopropyl-N-(4-methoxybenzyl)aniline C1(CCCCC1)C1=C(NCC2=CC=C(C=C2)OC)C=CC(=C1)C(C)C